C1(CC1)C([C@@H](C(=O)NC1=NC(=C(C=C1)C=1C(=[N+](C=C(C1)C)[O-])C)F)NC(=O)C=1N(N=CC1)CC)C1CC1 N-[(1S)-1-(dicyclopropylmethyl)-2-[[5-(2,5-dimethyl-1-oxido-pyridin-1-ium-3-yl)-6-fluoro-2-pyridyl]amino]-2-oxo-ethyl]-2-ethyl-pyrazole-3-carboxamide